C(C)(CC)NC(=O)C1CCCCCCCCC#CC#CCC1 N-sec-butylcyclopentadec-10,12-diynamide